phenyl-ureido-6-methyl-1,4-benzoquinoneimine C1(=CC=CC=C1)C=1C(C(C(C(C1C)=O)=N)NC(=O)N)=O